1-(4-fluorophenyl)-2,4-dimethyl-6-oxopyridine-3,5-dicarboxamide FC1=CC=C(C=C1)N1C(=C(C(=C(C1=O)C(=O)N)C)C(=O)N)C